N-(6-Amino-3-((3,4-dihydro-2H-pyrimido[1,2-c]quinazolin-10-yl)oxy)-2-fluorophenyl)propane-1-sulfonamide NC1=CC=C(C(=C1NS(=O)(=O)CCC)F)OC1=CC=2C=3N(C=NC2C=C1)CCCN3